CC1(OC2=C(C=C(C=C2CC1)OC(CCCCCCC\C=C/CCCCCCCC)O[Si](OCCCCCCN(CC#C)C)(C)C)C)CC\C=C(\CC\C=C(\CCC=C(C)C)/C)/C 6-(((((Z)-1-((2,8-dimethyl-2-((3E,7E)-4,8,12-trimethyltrideca-3,7,11-trien-1-yl)chroman-6-yl)oxy)octadec-9-en-1-yl)oxy)dimethylsilyl)oxy)-N-methyl-N-(prop-2-yn-1-yl)hexan-1-amine